((4'-((2-(tert-butyl)-1H-imidazol-1-yl)methyl)-3'-fluoro-5-isobutyl-[1,1'-biphenyl]-2-yl)sulfonyl)carbamic acid ethyl ester C(C)OC(NS(=O)(=O)C1=C(C=C(C=C1)CC(C)C)C1=CC(=C(C=C1)CN1C(=NC=C1)C(C)(C)C)F)=O